C(CC(CCC)=O)=O 1,3-hexanedione